(5-chloro-1-methyl-1H-indol-2-yl)(4-(5-(furan-2-yl)-1,3,4-oxadiazol-2-carbonyl)piperidin-1-yl)methanone ClC=1C=C2C=C(N(C2=CC1)C)C(=O)N1CCC(CC1)C(=O)C=1OC(=NN1)C=1OC=CC1